2'-((6-Amino-5-chloropyrimidin-4-yl)amino)spiro[cyclohexane-1,4'-thieno[2,3-c]pyrrol]-6'(5'H)-one NC1=C(C(=NC=N1)NC1=CC2=C(C(NC23CCCCC3)=O)S1)Cl